C([C@@H]([C@H]([C@H](C(=O)O)O)O)O)O The molecule is a lyxonic acid that has L-configuration. It has a role as a human urinary metabolite and a rat metabolite. It is a conjugate acid of a L-lyxonate. It is an enantiomer of a D-lyxonic acid.